CC=1SC2=C(N1)C=CC(=C2)C2=CNC=1N=C(N=CC12)NCC(C)(C)C 5-(2-methylbenzo[d]thiazol-6-yl)-N-neopentyl-7H-pyrrolo[2,3-d]pyrimidin-2-amine